NC1=CC2=C(N(C=N2)C2=CC=C(C(=N2)N2N=C(C=C2C)C#N)C(F)F)C=C1OC 1-[6-(5-amino-6-methoxy-benzimidazol-1-yl)-3-(difluoromethyl)-2-pyridyl]-5-methyl-pyrazole-3-carbonitrile